6-(4-ethoxyphenyl)-N-(2-fluorobenzyl)pyridazine-4-carbohydrazide C(C)OC1=CC=C(C=C1)C1=CC(=CN=N1)C(=O)N(N)CC1=C(C=CC=C1)F